C(C1=CC=CC=C1)NC(\C=C\C1=CC(=C(C=C1)C(C)C)OC1=CC=CC=C1)=O (E)-N-benzyl-(4-isopropyl)-3-phenoxycinnamamide